ClC=1C=C(C(=O)O)C=C(C1)CN1CCN(CC1)CC1CCCC1 3-chloro-5-((4-(cyclopentylmethyl)piperazin-1-yl)methyl)benzoic acid